bis-TMS-Uracil [Si](C)(C)(C)C1=C(C(NC(N1)=O)=O)[Si](C)(C)C